C(C)(C1=CC=C(C=C1)O)C1=CC=C(C=C1)O 4,4'-ethylidenediphenol